C(C)(C)(C)OC(N[C@H](CN)CCC(C(C)C)NC(OC(C)(C)C)=O)=O ((2S)-1-amino-6-methylheptane-2,5-diyl)dicarbamic acid di-tert-butyl ester